(2S)-1-(2-chloroacetyl)-4,4-difluoro-pyrrolidine-2-carbonitrile ClCC(=O)N1[C@@H](CC(C1)(F)F)C#N